decylethanol C(CCCCCCCCC)C(C)O